(S)-N-(1-(3-chlorophenyl)-2-hydroxyethyl)-1-(5-methyl-2-((1-methylpiperidin-4-yl)amino)pyrimidin-4-yl)-1H-imidazole-4-carboxamide ClC=1C=C(C=CC1)[C@@H](CO)NC(=O)C=1N=CN(C1)C1=NC(=NC=C1C)NC1CCN(CC1)C